Cl.COC(C(C1NCCCC1)C1=CC=CC=C1)=O (+)-α-phenyl-2-piperidineacetic acid methyl ester hydrochloride